B(O)(O)O.FC1=C(C(=C(C(C(=O)O)=C1)C(=O)O)F)F difluoro(3-fluorophthalic acid) borate